C1(=CC=C(C=C1)C=1N=CC2=C(N1)N=C(S2)C(=O)O)C2=CC=CC=C2 5-([1,1'-biphenyl]-4-yl)thiazolo[4,5-d]pyrimidine-2-carboxylic acid